3-(5-(4-((2-(trimethylsilyl)ethoxy)methyl)-4H-1,2,4-triazol-5-yl)pyridin-3-yl)phenyl (cyclohexylmethyl)carbamat C1(CCCCC1)CNC(OC1=CC(=CC=C1)C=1C=NC=C(C1)C=1N(C=NN1)COCC[Si](C)(C)C)=O